4-bromo-2-iodo-1-(phenylsulfonyl)-1H-indole BrC1=C2C=C(N(C2=CC=C1)S(=O)(=O)C1=CC=CC=C1)I